zirconium oxide silver [Ag+].[O-2].[Zr+4]